2-amino-4-[3-[(3-chloro-2-methoxyphenyl)amino]-4-oxo-1H,5H,6H,7H-pyrrolo[3,2-c]pyridin-2-yl]pyrimidine-5-carbonitrile NC1=NC=C(C(=N1)C1=C(C=2C(NCCC2N1)=O)NC1=C(C(=CC=C1)Cl)OC)C#N